C(CCC)C1C(=NN(C1(C(=O)OC)C)C1=C(C=C(C=C1)F)F)C1=C(C=C(C=C1)F)F methyl 4-butyl-1,3-bis(2,4-difluorophenyl)-5-methyl-4,5-dihydro-1H-pyrazole-5-carboxylate